FC1(CC(C1)OC=1C=CC(=NC1)C1=NSC(=N1)NC1=NC=CC=C1N(C)C)F N2-(3-(5-(3,3-difluorocyclobutoxy)pyridin-2-yl)-1,2,4-thiadiazol-5-yl)-N3,N3-dimethyl-pyridine-2,3-diamine